C12(OCC(C1)C2)COC=2C=C(C(=C(C(=O)N[C@H](C)C=1C=NC(=NC1)C(F)(F)F)C2)F)C=2SC(=CN2)C (R)-5-((2-oxabicyclo[2.1.1]hex-1-yl)methoxy)-2-fluoro-3-(5-methylthiazol-2-yl)-N-(1-(2-(trifluoromethyl)pyrimidin-5-yl)ethyl)benzamide